tert-butyl-5-(4-((4-(2-(3-chloro-5-cyanophenyl)propan-2-yl)phenoxy)methyl)pyrimidin-2-yl)hexahydropyrrolo[3,4-c]pyrrole-2(1H)-carboxylate C(C)(C)(C)OC(=O)N1CC2CN(CC2C1)C1=NC=CC(=N1)COC1=CC=C(C=C1)C(C)(C)C1=CC(=CC(=C1)C#N)Cl